(3-ethoxy-3-oxo-propanoyl)oxypotassium C(C)OC(CC(=O)O[K])=O